[Pb].CN methylamine lead